(rac)-(E)-6'-((1-(but-2-enoyl)-3-(2,3-dichloro-6-fluorophenyl)pyrrolidin-3-yl)amino)-4'-fluoro-1'-methylspiro[cyclopropane-1,3'-indolin]-2'-one C(\C=C\C)(=O)N1C[C@@](CC1)(C1=C(C(=CC=C1F)Cl)Cl)NC1=CC(=C2C3(C(N(C2=C1)C)=O)CC3)F |r|